C(CCCCCCC)C1=CC=CC=2SC3=CC=CC=C3NC12 monooctyl-phenothiazine